isopropylbiphenol C(C)(C)C1=C(C(=CC=C1)O)C=1C(=CC=CC1)O